4-[(2R)-3-(3,4-dihydro-1H-isoquinolin-2-yl)-2-hydroxy-propyl]-8-[(1-ethyl-3-piperidinyl)oxy]-2,3-dihydro-1,4-benzoxazepin-5-one C1N(CCC2=CC=CC=C12)C[C@H](CN1CCOC2=C(C1=O)C=CC(=C2)OC2CN(CCC2)CC)O